methyl-1-((6-methoxypyridin-3-yl)methyl)-1H-pyrrole CC=1N(C=CC1)CC=1C=NC(=CC1)OC